N6-(2-ethylbutyl)-3-isopropyl-N8-(6-methoxypyridazin-3-yl)-[1,2,4]triazolo[4,3-b]pyridazine-6,8-diamine C(C)C(CNC=1C=C(C=2N(N1)C(=NN2)C(C)C)NC=2N=NC(=CC2)OC)CC